BrC1=C(SC2=C1N=C(N=C2NCC2=C(C=NC=C2)F)Cl)C[C@H](C)NC(OC(C)(C)C)=O tert-butyl N-[(1S)-2-[7-bromo-2-chloro-4-[(3-fluoro-4-pyridyl)methylamino]thieno[3,2-d]pyrimidin-6-yl]-1-methyl-ethyl]carbamate